tert-butyl (3-(5-(3-cis-(trifluoromethoxy)cyclobutyl)-1,3,4-oxadiazol-2-yl)bicyclo[1.1.1]pentan-1-yl)carbamate FC(OC1(CCC1)C1=NN=C(O1)C12CC(C1)(C2)NC(OC(C)(C)C)=O)(F)F